(R)-5-((4-(4-(1-(pent-3-yl)-1H-pyrazol-4-yl)pyrazolo[1,5-a]pyrazin-6-yl)-1H-pyrazol-1-yl)methyl)pyrrolidin-2-one CCC(CC)N1N=CC(=C1)C=1C=2N(C=C(N1)C=1C=NN(C1)C[C@H]1CCC(N1)=O)N=CC2